(S)-(2-(6-(2-ethyl-4-hydroxyphenyl)-1H-indazol-3-yl)-5-isopropyl-4,5,6,7-tetrahydro-3H-imidazo[4,5-c]pyridin-6-yl)(4-methyl-1,4-diazepan-1-yl)methanone C(C)C1=C(C=CC(=C1)O)C1=CC=C2C(=NNC2=C1)C1=NC2=C(CN([C@@H](C2)C(=O)N2CCN(CCC2)C)C(C)C)N1